2-((14-(triethylsilyl)tetradec-13-yn-1-yl)thio)ethyl hydrogen ((((R)-1-(6-amino-9H-purin-9-yl)propan-2-yl)oxy)methyl)phosphonate NC1=C2N=CN(C2=NC=N1)C[C@@H](C)OCP(OCCSCCCCCCCCCCCCC#C[Si](CC)(CC)CC)(O)=O